NC(C(C)C)C1=NC2=CC=CC(=C2C(N1C1=CC=CC=C1)=O)Cl 2-(1-amino-2-methylpropyl)-5-chloro-3-phenylquinazolin-4(3H)-one